6-bromo-2-methyl-1,3-benzoxazole BrC1=CC2=C(N=C(O2)C)C=C1